C(C=C)(=O)OCCCCCCOC1=CC=C(C(=O)O)C=C1 4-[[6-(acryloyloxy)hexyl]oxy]benzoic acid